tertbutyl 4-(5-methoxy-3-oxo-pentanoyl)piperazine-1-carboxylate COCCC(CC(=O)N1CCN(CC1)C(=O)OC(C)(C)C)=O